(3R,4R)-N-(isoquinolin-5-yl)-4-phenylpyrrolidine-3-carboxamide C1=NC=CC2=C(C=CC=C12)NC(=O)[C@H]1CNC[C@H]1C1=CC=CC=C1